N1N=CC(=C1)N1C[C@@H](CCC1)NC1=NC=NC(=C1)N1CCOCC1 (R)-N-(1-(1H-pyrazol-4-yl)piperidin-3-yl)-6-morpholinopyrimidin-4-amine